L(+)-lysine monohydrochloride C(CCN)C[C@@H](C(=O)O)N.Cl